N-(1,1'-biphenyl-2-yl)-9,9-dimethyl-9H-fluoren-2-amine C1(=C(C=CC=C1)NC1=CC=2C(C3=CC=CC=C3C2C=C1)(C)C)C1=CC=CC=C1